FC1(CCN(CC1)C=1N=C(C2=C(N1)N=CC=C2)NCC2=C(C=CC=C2)C(F)(F)F)F 2-(4,4-difluoropiperidin-1-yl)-N-(2-(trifluoromethyl)benzyl)pyrido[2,3-d]pyrimidin-4-amine